CC1=NC(=CC(=C1)C=1NC2=CC=C(C=C2C1C(C)C)C1CCN(CC1)C(CO)=O)C 1-(4-(2-(2,6-dimethylpyridin-4-yl)-3-isopropyl-1H-indol-5-yl)piperidin-1-yl)-2-hydroxyethan-1-one